5-(1-bromoethyl)-2,7-dimethyl-3-phenylisoquinolin-1(2H)-one BrC(C)C1=C2C=C(N(C(C2=CC(=C1)C)=O)C)C1=CC=CC=C1